ClC=1C=C(C(=O)O)C=CC1NCC 3-chloro-4-(N-ethylamino)benzoic acid